[N-](S(=O)(=O)C(F)(F)F)S(=O)(=O)C(F)(F)F.CC=1NC=CN1 methylimidazole bistrifluoromethanesulfonimide salt